N-(5-(2,4-difluorophenoxy)pyridin-2-yl)propionamide tert-butyl-(1R,5S)-7-formyl-7-methyl-3-oxa-9-azabicyclo[3.3.1]nonane-9-carboxylate C(C)(C)(C)OC(=O)N1[C@H]2COC[C@@H]1CC(C2)(C)C=O.FC2=C(OC=1C=CC(=NC1)NC(CC)=O)C=CC(=C2)F